2'-(Cyclopropylmethyl)-8'-methyl-N-[(2S)-tetrahydrofuran-2-ylmethyl]-2',5'-dihydrospiro[cyclopropan-1,4'-furo[2,3-g]indazol]-7'-carboxamid C1(CC1)CN1N=C2C3=C(CC4(C2=C1)CC4)OC(=C3C)C(=O)NC[C@H]3OCCC3